N-[(Dimethylamino)(3H-[1,2,3]triazolo[4,5-b]pyridin-3-yloxy)methylene]-N-methyl-methanaminium hexafluorophosphate F[P-](F)(F)(F)(F)F.CN(C)C(ON1N=NC=2C1=NC=CC2)=[N+](C)C